2-(butylamino)-4-(phenylamino)pyrimidine-5-carboxylic acid ethyl ester C(C)OC(=O)C=1C(=NC(=NC1)NCCCC)NC1=CC=CC=C1